OC1=C(C=C(C(=C1)OCCC)C)C1=NC(=NC(=N1)C1=C(C=C(C=C1)C)C)C1=C(C=C(C=C1)C)C 2-(2-hydroxy-4-propoxy-5-methylphenyl)-4,6-bis(2,4-dimethylphenyl)-s-triazine